tert-butyl 4-[[4-[4-[[5-[[[3-ethyl-5-[(2S)-2-(2-hydroxyethyl)-1-piperidyl]pyrazolo[1,5-a]pyrimidin-7-yl]amino]methyl]-2-pyridyl]oxy]butyl]piperazin-1-yl]methyl]piperidine-1-carboxylate C(C)C=1C=NN2C1N=C(C=C2NCC=2C=CC(=NC2)OCCCCN2CCN(CC2)CC2CCN(CC2)C(=O)OC(C)(C)C)N2[C@@H](CCCC2)CCO